tetramethylammonium hexyltris(p-chlorophenyl)borate C(CCCCC)[B-](C1=CC=C(C=C1)Cl)(C1=CC=C(C=C1)Cl)C1=CC=C(C=C1)Cl.C[N+](C)(C)C